C12CCCC(NC1=O)C(N2)=O 6,8-diazabicyclo[3.2.2]nonane-7,9-dione